N1(CCOCC1)C(=O)N1C(\C(\C2=CC=CC=C12)=C\1/NC2=CC=CC=C2C1=O)=O (Z)-1'-(Morpholine-4-carbonyl)-[2,3'-biindolinylidene]-2',3-dione